ClC(C(F)(F)F)(CCl)Cl 2,2,3-trichloro-1,1,1-trifluoropropane